7-Methoxy-3-methyl-8-(1-methyl-1H-pyrazol-4-yl)-1-(1H-pyrazol-4-yl)-1,3-dihydroimidazo[4,5-c]quinolin-2-one COC=1C(=CC=2C3=C(C=NC2C1)N(C(N3C=3C=NNC3)=O)C)C=3C=NN(C3)C